2-methyl-5-(3-(trifluoromethyl)phenyl)furan-3-carboxamide dioctacosyl-methylenemalonate C(CCCCCCCCCCCCCCCCCCCCCCCCCCC)OC(C(C(=O)OCCCCCCCCCCCCCCCCCCCCCCCCCCCC)=C)=O.CC=1OC(=CC1C(=O)N)C1=CC(=CC=C1)C(F)(F)F